FC(OC=1C(=NC=CC1)CC(=O)O)F 2-[3-(difluoromethoxy)pyridin-2-yl]Acetic acid